10-(4-phenylphenyl)-2-propan-2-ylthioxanthen-10-ium-9-one hexafluorophosphate F[P-](F)(F)(F)(F)F.C1(=CC=CC=C1)C1=CC=C(C=C1)[S+]1C=2C=CC(=CC2C(C2=CC=CC=C12)=O)C(C)C